[SiH]1=NN=NN1 tetraazasila-cyclopentadiene